CC1CCC(CC1)COC1=C(C=CC=C1)CN (2-((4-methylcyclohexyl)methoxy)phenyl)methylamine